8-[(1R)-1-Aminoethyl]-2-(4-fluoro-2-pyridyl)-3,6-dimethyl-chromen-4-one N[C@H](C)C=1C=C(C=C2C(C(=C(OC12)C1=NC=CC(=C1)F)C)=O)C